(6-(4-(3H-imidazo[4,5-b]pyridin-7-yl)-1H-pyrazol-1-yl)pyridin-3-yl)-N-(2,2,2-trifluoroethyl)-2-hydroxyacetamide N1=CNC2=NC=CC(=C21)C=2C=NN(C2)C2=CC=C(C=N2)C(C(=O)NCC(F)(F)F)O